2-(4-(difluoromethylene)piperidin-1-yl)-4-iodo-N-((1S,4R)-1,2,3,4-tetrahydro-1,4-methylenebenzo[4,5]imidazo[1,2-a]pyridin-6-yl)benzamide FC(=C1CCN(CC1)C1=C(C(=O)NC2=CC=CC3=C2N=C2N3[C@H]3CC[C@@H]2C3)C=CC(=C1)I)F